Cl.O1CCOCC1 1,4-dioxane, hydrochloride